ClC1=CC(=C(C=C1)C1([C@H](CNC[C@H]1C)C)O)F (3S,5R)-4-(4-chloro-2-fluorophenyl)-3,5-dimethylpiperidin-4-ol